2-(4-Amino-1-(tert-butyl)-1H-pyrazolo[3,4-d]pyrimidin-3-yl)-1H-indole-6-carbonitrile NC1=C2C(=NC=N1)N(N=C2C=2NC1=CC(=CC=C1C2)C#N)C(C)(C)C